[B+3].C(CCC)[NH+](CCCC)CCCC tri(n-butyl)ammonium boron